BrC1=CC=C(C=C1)NC(=S)OC1CN(C1)C=1C(=C(C(=O)OC)C=CC1)N1C=CC=C1 Methyl 3-(3-(((4-bromophenyl)thiocarbamoyl)oxy)azetidin-1-yl)-2-(1H-pyrrol-1-yl)benzoate